1-oxo-1-phenyl-5-(trifluoromethyl)isothiazolo[5,4-b]pyridin-3-one O=S1(NC(C=2C1=NC=C(C2)C(F)(F)F)=O)C2=CC=CC=C2